NC1(COCC1)CNC1=NC(=C2C(=N1)N(N=C2)C)NC2=CC=C(C=C2)C(F)(F)F 6-N-[(3-aminooxolane-3-yl)methyl]-1-methyl-4-N-[4-(trifluoromethyl)phenyl]pyrazolo[3,4-d]pyrimidine-4,6-diamine